benzyl (2-(2-(2-amino-1-hydroxyethyl)-6-(4-fluorophenyl)pyridin-4-yl)propan-2-yl)carbamate NCC(O)C1=NC(=CC(=C1)C(C)(C)NC(OCC1=CC=CC=C1)=O)C1=CC=C(C=C1)F